tert-butyl (S)-3-(((7-bromo-6-chloro-4-hydroxyquinazolin-5-yl)oxy)methyl)piperazine-1-carboxylate BrC1=C(C(=C2C(=NC=NC2=C1)O)OC[C@@H]1CN(CCN1)C(=O)OC(C)(C)C)Cl